R-1-(4-methylphenyl)ethylamine CC1=CC=C(C=C1)[C@@H](C)N